ClC=1C=C(C=CC1C#N)CN(C(CN1C=NC2=C(C=C(C=C2C1=O)C=1CCN(CC1)C(=O)OC(C)(C)C)F)=O)C tert-Butyl 4-[3-[2-[(3-chloro-4-cyanophenyl)methyl-methylamino]-2-oxoethyl]-8-fluoro-4-oxoquinazolin-6-yl]-3,6-dihydro-2H-pyridine-1-carboxylate